N-methyl-propyl-pyrrolidinium C[N+]1(CCCC1)CCC